1-(tert-butyl)-3-(piperidin-4-ylmethyl)tetrahydropyrimidin-2(1H)-one C(C)(C)(C)N1C(N(CCC1)CC1CCNCC1)=O